Cl.Cl.C[C@H]1CN(C[C@H](N1)C)C1=CC=C(N=N1)C1=NC=C(C=C1O)C=1C=C2C=NN(C2=CC1)C 2-{6-[(3S,5R)-3,5-dimethylpiperazin-1-yl]pyridazin-3-yl}-5-(1-methyl-1H-indazol-5-yl)pyridin-3-ol dihydrochloride